ClC1=C(N(C(C=C1)=O)C)CC1N(C(C2=CC=CC=C12)=O)CC1CC2(C1)OC(NC2)=O 2-((1-((3-chloro-1-methyl-6-oxo-1,6-dihydropyridin-2-yl)methyl)-3-oxoisoindolin-2-yl)methyl)-5-oxa-7-azaspiro[3.4]octan-6-one